C(#N)C=1C(=C(C=O)C=CC1)O 3-CYANO-2-HYDROXYBENZALDEHYDE